N-2-nitrobenzenesulfinyl-L-isoleucine dicyclohexylammonium salt C1(CCCCC1)[NH2+]C1CCCCC1.[N+](=O)([O-])C1=C(C=CC=C1)S(=O)N[C@@H]([C@@H](C)CC)C(=O)[O-]